5,5'-di(1H-1,2,4-triazole-1-yl)-[1,1'-biphenyl]-3,3'-dicarboxylic acid N1(N=CN=C1)C=1C=C(C=C(C1)C1=CC(=CC(=C1)N1N=CN=C1)C(=O)O)C(=O)O